4-(4-dimethylaminostyryl)picoline p-vinylbenzenesulfonate C(=C)C1=CC=C(C=C1)S(=O)(=O)O.CN(C1=CC=C(C=CC2=CC(=NC=C2)C)C=C1)C